BrC=1C(=CC(=C(C=O)C1)O)I 5-bromo-2-hydroxy-4-iodobenzaldehyde